CC1=NC=NC(=C1)C=1C=NN(C1)C1=C(C=C(C=C1)[N+](=O)[O-])N1CCC(CC1)C 4-methyl-6-(1-(2-(4-methylpiperidin-1-yl)-4-nitrophenyl)-1H-pyrazol-4-yl)pyrimidine